tert-butyl 6-(morpholinylmethyl)-2-(methoxymethyl)-3-(2-(4,4,5,5-tetramethyl-1,3,2-dioxaborolan-2-yl)ethyl)vinylbenzoate N1(CCOCC1)CC1=CC=C(C(=C1C(=O)OC(C)(C)C)COC)C=CCCB1OC(C(O1)(C)C)(C)C